N-(2-((3-oxo-5-(piperazin-1-yl)-1,3-dihydroisobenzofuran-1-yl)methyl)phenyl)acetamide hydrochloride Cl.O=C1OC(C2=CC=C(C=C12)N1CCNCC1)CC1=C(C=CC=C1)NC(C)=O